C(CC(=O)OCC)(=O)O[Mg]OC(CC(=O)OCC)=O 1-[(3-ethoxy-3-oxopropanoyl)oxy]magnesio 3-ethyl propanedioate